N-(bis(3-(tributylsilyl)phenyl)phosphaneyl)-N-cyclohexyl-1,1-di-o-tolylphosphanamine C(CCC)[Si](C=1C=C(C=CC1)P(N(P(C1=C(C=CC=C1)C)C1=C(C=CC=C1)C)C1CCCCC1)C1=CC(=CC=C1)[Si](CCCC)(CCCC)CCCC)(CCCC)CCCC